C1CCC2=C(C=3CCCC3C=C12)NC(=O)NS(=O)(=N)C=1OC(=C(C1)CNC(C)C)C N-((1,2,3,5,6,7-hexahydro-s-indacen-4-yl)carbamoyl)-4-((isopropylamino)methyl)-5-methylfuran-2-sulfonimidamide